C(=C)C1=CC=NC2=C(N=CC=C12)N 4-vinyl-1,7-naphthyridin-8-amine